5-iodo-N-methoxy-N,1-dimethyl-1H-indazole-3-carboxamide IC=1C=C2C(=NN(C2=CC1)C)C(=O)N(C)OC